C1(=CC=CC=C1)[Sb](Cl)Cl phenyl-antimony chloride